dimethyl-4-pyrylidenemalononitrile CC1=C(OC=CC1=C(C#N)C#N)C